benzyl 4-(pyrazolo[1,5-a]pyridine-5-carbonyl)piperidine-1-carboxylate N1=CC=C2N1C=CC(=C2)C(=O)C2CCN(CC2)C(=O)OCC2=CC=CC=C2